tetradecyloxy-4-oxo-butyric acid C(CCCCCCCCCCCCC)OC(C(=O)O)CC=O